ClC=1C=C(C=2N(N1)C=CN2)[C@@H]2[C@H](C2)C2=CC=C1C=NN(C1=C2)C |r| racemic-6-chloro-8-((1S,2S)-2-(1-methyl-1H-indazol-6-yl)cyclopropyl)imidazo[1,2-b]pyridazine